FC(COC1=CC(=CC=2N(C=NC21)C[C@H]2OCC2)C(=O)O)F 4-(2,2-difluoroethoxy)-1-(((S)-oxetan-2-yl)methyl)-1H-benzo[d]imidazole-6-carboxylic acid